cyclopropyl-N,N-bis(4-methoxybenzyl)-1H-pyrazole-3-sulfonamide C1(CC1)N1N=C(C=C1)S(=O)(=O)N(CC1=CC=C(C=C1)OC)CC1=CC=C(C=C1)OC